2-[[6,6'-diethyl-2,2'-dioxo-7'-(2-prop-2-enoyloxyethoxy)-4,4'-spirobi[chromane]-7-yl]oxy]ethyl prop-2-enoate C(C=C)(=O)OCCOC1=C(C=C2C3(CC(OC2=C1)=O)CC(OC1=CC(=C(C=C13)CC)OCCOC(C=C)=O)=O)CC